FC=1C=C2CCCC2=CC1[N+](=O)[O-] 5-fluoro-6-nitro-2,3-dihydro-1H-indene